2-(6-(cyclopropanesulfonylamino)pyridin-2-yl)-N-(4-(6-methoxypyrazin-2-yl)phenyl)acetamide C1(CC1)S(=O)(=O)NC1=CC=CC(=N1)CC(=O)NC1=CC=C(C=C1)C1=NC(=CN=C1)OC